C[SiH](O[Si](C)(C)C)C Dimethyl-(trimethylsiloxy)silane